OC1=C(C=CC(C1)(N)O)C1=CC=C(N)C=C1 2,4-dihydroxybenzidine